3-(2-fluoroethyl)urea FCCNC(N)=O